NCCCC(CCNC1=CC(=NC2=CC=C(C=C12)OC)C1=CC=C(C=C1)OC)NC (3-aminopropyl)-N3-(6-methoxy-2-(4-methoxyphenyl)quinolin-4-yl)-N1-methylpropane-1,3-diamine